ClC=1C=C2C(N(C(=NC2=C(C1)[C@@H](C)NC1=C(C(=O)O)C=CC=C1)C1CCOCC1)C(C)C)=O (R)-2-((1-(6-chloro-3-isopropyl-4-oxo-2-(tetrahydro-2H-pyran-4-yl)-3,4-dihydroquinazolin-8-yl)ethyl)amino)benzoic acid